CC1=CC2=C(C3=C(OCC2)C=C(C(=C3)C(=O)OCC[Si](C)(C)C)C=3C(=NC(=CC3)C(NCCC)=O)C(=O)OC)S1 methyl 3-(2-methyl-9-((2-(trimethylsilyl)ethoxy)carbonyl)-4,5-dihydrobenzo[b]thieno[2,3-d]oxepin-8-yl)-6-(propylcarbamoyl)picolinate